6,7-difluoro-4-(1-(methylamino)ethyl)isoquinolin-1(2H)-one FC=1C=C2C(=CNC(C2=CC1F)=O)C(C)NC